C(C)OC(C(C(C)=O)C1=C(C(=CC=C1)OC)F)=O 2-(2-fluoro-3-methoxyphenyl)-3-oxo-butyric acid ethyl ester